CS(=O)(=O)C1(CC1)C1=CC=C(O1)C(=O)OCC ethyl 5-(1-methylsulfonylcyclopropyl)furan-2-carboxylate